C12COCC(CC1)N2C(=O)C=2C=C1CCN(C(C1=CC2)=O)CC(CN2CC1=CC=CC=C1CC2)O 6-(3-oxa-8-azabicyclo[3.2.1]octane-8-carbonyl)-2-(3-(3,4-dihydroisoquinolin-2(1H)-yl)-2-hydroxypropyl)-3,4-dihydroisoquinolin-1(2H)-one